C1(CCCC1)[C@@H](C(=O)N([C@@H](CC(=O)OCC=C)C(=O)N1CCOCC1)C)N(C)C(=O)OCC1C2=CC=CC=C2C=2C=CC=CC12 allyl (3S)-3-[[(2S)-2-cyclopentyl-2-[9H-fluoren-9-ylmethoxycarbonyl(methyl)amino]acetyl]-methylamino]-4-morpholino-4-oxobutanoate